ClC1=CC=CC=2C(CNCCC21)C2=CC=C(C=C2)O 6-chloro-1-(4-hydroxyphenyl)-2,3,4,5-tetrahydro-1H-3-benzazepine